(5-(1H-indol-3-yl)thiophen-3-yl)-4-oxobutanoic acid N1C=C(C2=CC=CC=C12)C1=CC(=CS1)C(C(=O)O)CC=O